CC(C(=O)N1C(CCCC1)C=1N(C=C(N1)C1=CC=C(C=C1)C)C(CCCCCCCCCCC)=O)CC 1-(2-(1-(2-methylbutanoyl)piperidin-2-yl)-4-(p-tolyl)-1H-imidazol-1-yl)dodecan-1-one